COC1=C(/C=C/C(=O)O)C=C(C(=C1)OC)OC.ClC1=C(C=C(C=C1)F)C1NC(C2=C3CN(CC3=CC(=C21)NC(C2=CC(=CC(=C2)C(F)(F)F)F)=O)C)=O N-[3-(2-chloro-5-fluorophenyl)-7-methyl-1-oxo-1,2,3,6,7,8-hexahydropyrrolo[4,3-e]isoindol-4-yl]-3-fluoro-5-(trifluoromethyl)benzamide trans-2,4,5-trimethoxycinnamate